(S)-2-((6-fluoro-2-methylpyridin-3-yl)oxy)-4-methyl-N-(3-(S-methylsulfonyl)phenyl)-5-(trifluoromethyl)nicotinamide FC1=CC=C(C(=N1)C)OC1=C(C(=O)NC2=CC(=CC=C2)S(=O)(=O)C)C(=C(C=N1)C(F)(F)F)C